NC1=NC=CC=C1N1CCC(CC1)NC(OC(C)(C)C)=O tert-butyl (1-(2-aminopyridin-3-yl)piperidin-4-yl)carbamate